butyl 2,7-diazaspiro[3.5]nonane-7-carboxylate hydrochloride Cl.C1NCC12CCN(CC2)C(=O)OCCCC